C(C)OC(=O)C=1C(=NC2=C(C(=CC=C2C1)Br)CBr)OC.FC1=CC(=C(C=C1)C1=CC(=NC=C1)NC(NC1CCC(CC1)NC(C)=O)=O)OC N-((1r,4r)-4-(3-(4-(4-fluoro-2-methoxyphenyl)pyridin-2-yl)ureido)cyclohexyl)acetamide ethyl-7-bromo-8-(bromomethyl)-2-methoxyquinoline-3-carboxylate